3-(((E)-3-heptylundec-2-enoyl)oxy)-2-((((3-(piperidin-1-yl)propoxy)carbonyl)oxy)methyl)propyl (9Z,12Z)-octadeca-9,12-dienoate C(CCCCCCC\C=C/C\C=C/CCCCC)(=O)OCC(COC(\C=C(\CCCCCCCC)/CCCCCCC)=O)COC(=O)OCCCN1CCCCC1